6,7-dibromo-8-(trifluoromethyl)pyrazolo[1,5-a]quinazolin-5(4H)-one BrC1=C2C(NC=3N(C2=CC(=C1Br)C(F)(F)F)N=CC3)=O